[Nb].[Al].[Ni].[Cr].[Fe] iron-chromium-nickel-aluminum-niobium